The molecule is the mono(2-ethylhexyl) ester of benzene-1,2-dicarboxylic acid. It derives from a 2-ethylhexan-1-ol. It is a conjugate acid of a mono(2-ethylhexyl) phthalate(1-). CCCCC(CC)COC(=O)C1=CC=CC=C1C(=O)O